N-(4-(4-amino-1-isopropyl-7-(4(R)-(oxetan-3-ylamino)cyclohex-1-en-1-yl)-1H-pyrazolo[4,3-c]pyridin-3-yl)-2-fluorophenyl)-2-chloro-5-methoxybenzenesulfonamide NC1=NC=C(C2=C1C(=NN2C(C)C)C2=CC(=C(C=C2)NS(=O)(=O)C2=C(C=CC(=C2)OC)Cl)F)C2=CC[C@@H](CC2)NC2COC2